S1C(=NC2=C1C=CC=C2)C(CC=2C=C(C(=NO)N)C=CC2)NS(=O)(=O)C2=CC(=CC=C2)C(=O)N2CCOCC2 3-[2-(1,3-benzothiazol-2-yl)-2-[[3-(morpholine-4-carbonyl)phenyl]sulfonylamino]ethyl]-N'-hydroxy-benzamidine